CC1=C(C=CC(=C1)C)S(=O)(=O)C=1N=NN2C1NC(C1=CC(=C(C=C21)F)OCC2=CC=C(C=C2)OC)=O 3-(2,4-dimethylphenyl)sulfonyl-8-fluoro-7-[(4-methoxyphenyl)methoxy]-4H-triazolo[1,5-a]quinazolin-5-one